N-(2-ethyl-6-morpholinoimidazo[1,2-a]pyridin-3-yl)-4-(4-fluorophenyl)-N-methylthiazol-2-amine C(C)C=1N=C2N(C=C(C=C2)N2CCOCC2)C1N(C=1SC=C(N1)C1=CC=C(C=C1)F)C